Cl.FC(C1=C(C=CC=C1)C(C)N)(F)F 1-(2-(trifluoromethyl)phenyl)ethan-1-amine hydrochloride